O=C1C(=CC=2C(=NC=CN2)N1CC1=NC=C(C=C1)C(F)(F)F)C1CCN(CC1)C(=O)OC(C)(C)C tert-butyl 4-(6-oxo-5-((5-(trifluoromethyl)pyridin-2-yl)methyl)-5,6-dihydropyrido[2,3-b]pyrazin-7-yl)piperidine-1-carboxylate